C(C)(C)(C)C=1N(C(NN1)=O)C 5-tert-butyl-4-methyl-2,4-dihydro-3H-1,2,4-triazol-3-one